Cl.CN(C(=O)C1CCNCC1)C N,N-dimethylpiperidine-4-carboxamide hydrochloride